C1(=CC=CC=C1)NCCC[SiH2]C(OC)OC gamma-(N-phenyl)aminopropyl-dimethoxymethylsilane